C(C(=C)C)(=O)OCCCS(=O)(=O)O 3-(methacryloyloxy)propane-1-sulfonic acid